C(C)(C)(C)OC(=O)N1CCC(CC1)C1=CC=C(C=C1)C=1C=C(C2=CN(N=C2C1C)C(C(=O)OCC)C1=C2N(C=N1)C[C@@H](C2)F)C 4-(4-(2-(2-ethoxy-1-((R)-6-fluoro-6,7-dihydro-5H-pyrrolo[1,2-c]imidazol-1-yl)-2-oxoethyl)-4,7-dimethyl-2H-indazol-6-yl)phenyl)piperidine-1-carboxylic acid tert-butyl ester